N-(benzhydrylideneamino)-4-[[tert-butyl(diphenyl)silyl]oxy-cyclopropyl-methyl]pyridin-2-amine C(C1=CC=CC=C1)(C1=CC=CC=C1)=NNC1=NC=CC(=C1)C(C1CC1)O[Si](C1=CC=CC=C1)(C1=CC=CC=C1)C(C)(C)C